N-aminoacrylamide NNC(C=C)=O